(5-amino-2-(((3-methylpyridin-2-yl)methyl)amino)-8-(pyrimidin-4-yl)-[1,2,4]triazolo[1,5-c]pyrimidin-7-yl)benzonitrile NC1=NC(=C(C=2N1N=C(N2)NCC2=NC=CC=C2C)C2=NC=NC=C2)C2=C(C#N)C=CC=C2